(S)-1-(2-((S)-3-((7-methoxyquinolin-3-yl)(methyl)amino)pyrrolidin-1-yl)Acetyl)pyrrolidine-2-carbonitrile COC1=CC=C2C=C(C=NC2=C1)N([C@@H]1CN(CC1)CC(=O)N1[C@@H](CCC1)C#N)C